1-(2-(4-chlorophenyl)-2-((3-methoxybenzyl)oxy)ethyl)-1H-imidazole ClC1=CC=C(C=C1)C(CN1C=NC=C1)OCC1=CC(=CC=C1)OC